C1(C=CC=C1)[Ru]C1C=CC=C1 bis(cyclopentadienyl)ruthenium(II)